ClC1=CC(=NC=2N1N=CC2)C 7-chloro-5-methyl-pyrazolo[1,5-a]Pyrimidine